2-methyl-3-oxoheptanoic acid methyl ester COC(C(C(CCCC)=O)C)=O